FC(C=O)(C(C)C)F 2,2-difluoro-3-methylbutanal